(3aR,5s,6aS)-2-(((S)-tetrahydro-2H-pyran-2-yl)methyl-d2)-N-(6-(2-(trifluoromethyl)pyridin-3-yl)pyridazin-3-yl)octahydrocyclopenta[c]pyrrol-5-amine O1[C@@H](CCCC1)C(N1C[C@@H]2[C@H](C1)CC(C2)NC=2N=NC(=CC2)C=2C(=NC=CC2)C(F)(F)F)([2H])[2H]